C(C(=C)C)(=O)OC1=CC=C(C=C1)\N=N\C1=CC=CC=C1 (E)-4-methacryloxyazobenzene